iridium (III) bis[2,3-bis(4-fluorophenyl)quinoxaline] FC1=CC=C(C=C1)C1=NC2=CC=CC=C2N=C1C1=CC=C(C=C1)F.FC1=CC=C(C=C1)C1=NC2=CC=CC=C2N=C1C1=CC=C(C=C1)F.[Ir+3]